4-((((5S,7R,8R,9S,10R)-8-hydroxy-7-(hydroxymethyl)-9-(4-(3,4,5-trifluorophenyl)-1H-1,2,3-triazol-1-yl)-1,6-dioxaspiro[4.5]decan-10-yl)oxy)methyl)tetrahydro-2H-thiopyran 1,1-dioxide O[C@H]1[C@H](O[C@@]2(CCCO2)[C@@H]([C@H]1N1N=NC(=C1)C1=CC(=C(C(=C1)F)F)F)OCC1CCS(CC1)(=O)=O)CO